ClC1=C(C=2N=C(N=C(C2C=N1)N([C@@H]1CN(C[C@@H]1C)C(=O)OC(C)(C)C)C)OC[C@]12CCCN2C[C@@H](C1)F)F tert-butyl (3S,4S)-3-((7-chloro-8-fluoro-2-(((2R,7aS)-2-fluorotetrahydro-1H-pyrrolizin-7a(5H)-yl)methoxy)pyrido[4,3-d]pyrimidin-4-yl)(methyl)amino)-4-methylpyrrolidine-1-carboxylate